C(C)(C)(C)OC(=O)N1C(=C(C2=NC=C(C=C21)C(F)(F)F)F)C2=NC1=CC(=CC=C1C=C2S(=O)(=O)CC)Br 1-(tert-Butoxycarbonyl)-2-(7-bromo-3-ethylsulfonyl-quinolin-2-yl)-3-fluoro-6-trifluoromethyl-1H-pyrrolo[3,2-b]pyridine